C(C)(C)(C)OC(=O)N1C2CN(CC1C2)C2=NC=C(N=C2)Cl 3-(5-chloropyrazin-2-yl)-3,6-diazabicyclo[3.1.1]heptane-6-carboxylic acid tert-butyl ester